COC1=CC=C(C=C1)NC1N(C(=NC(=N1)N)N1CCOCC1)CCC1=CC=CC=C1 N-(4-Methoxyphenyl)-6-morpholin-4-yl-N1-phenethyl-[1,3,5]triazine-2,4-diamine